Ethyl (2E)-3-[1-(3-hydroxypropyl)-4-methyl-1H-benzotriazol-5-yl]prop-2-enoate OCCCN1N=NC2=C1C=CC(=C2C)/C=C/C(=O)OCC